C(C)(=O)OCCC[Si](OC)(OC)OC 3-Acetoxypropyl-trimethoxysilane